Br.C1(=CC=CC=C1)NC(NC1=CC=CC=C1)=N diphenyl-guanidine hydrobromide salt